N-(tert-butylcarbonyl)-3-[2-oxopyrrol-3(S)-yl]-L-alanine methyl ester COC([C@@H](NC(=O)C(C)(C)C)CC=1C(N=CC1)=O)=O